NC=1C(=NN(C1)C1CCC(CC1)CO)Cl ((1R,4R)-4-(4-amino-3-chloro-1H-pyrazol-1-yl)cyclohexyl)methanol